α,α,4-trimethylcyclohexanemethanol CC(O)(C1CCC(CC1)C)C